COC1=CC=C(C=C1)CN(S(=O)(=O)C1=CC(=C(C=C1)NC1=NC=C(C=C1)C=C)C=1N=CN(C1)C)C N-[(4-methoxyphenyl)methyl]-N-methyl-3-(1-methylimidazol-4-yl)-4-[(5-vinyl-2-pyridyl)amino]benzenesulfonamide